FC=1C=C(C=CC1OC1=CC=NC2=CC(=C(C=C12)OC)OCCCNC1CCOCC1)NC(=O)C1=C2C(=CN(C1=O)C1=CC=C(C=C1)F)CCO2 N-(3-fluoro-4-((6-methoxy-7-(3-((tetrahydro-2H-pyran-4-yl)amino)propoxy)quinolin-4-yl)oxy)phenyl)-5-(4-fluorophenyl)-6-oxo-2,3,5,6-tetrahydrofuro[3,2-c]pyridine-7-carboxamide